1-(5-((4-(5-(5-methyl-5H-pyrido[4,3-b]indol-7-yl)pyridin-2-yl)piperazin-1-yl)methyl)-1-oxoisoindolin-2-yl)dihydropyrimidine-2,4(1H,3H)-dione CN1C2=C(C=3C=CC(=CC13)C=1C=CC(=NC1)N1CCN(CC1)CC=1C=C3CN(C(C3=CC1)=O)N1C(NC(CC1)=O)=O)C=NC=C2